N1-(4-chlorophenyl)-N2-(1-(2-(5-guanidinovaleramido)ethyl)-2-cyclohexylpiperidin-4-yl)oxalamide ClC1=CC=C(C=C1)NC(C(=O)NC1CC(N(CC1)CCNC(CCCCNC(=N)N)=O)C1CCCCC1)=O